2-((R*)-4-(((6-((R)-4,4-difluoro-2-(5-(trifluoromethyl)pyridin-2-yl)pyrrolidin-1-yl)-5-fluoropyrimidin-4-yl)amino)methyl)-3,3-difluoro-piperidin-1-yl)acetamide FC1(C[C@@H](N(C1)C1=C(C(=NC=N1)NC[C@@H]1C(CN(CC1)CC(=O)N)(F)F)F)C1=NC=C(C=C1)C(F)(F)F)F |o1:14|